2-[[6-[[2-[4-(2-azaspiro[3.3]hept-6-yloxy)-1-piperidinyl]-5-chloro-pyrimidin-4-yl]amino]-1-ethyl-2-oxo-3-quinolinyl]oxy]-N-methyl-acetamide trifluoroacetate FC(C(=O)O)(F)F.C1NCC12CC(C2)OC2CCN(CC2)C2=NC=C(C(=N2)NC=2C=C1C=C(C(N(C1=CC2)CC)=O)OCC(=O)NC)Cl